3-fluoro-1-trifluoromethyl-4-nitro-benzene FC=1C=C(C=CC1[N+](=O)[O-])C(F)(F)F